Ferrous hypophosphite [PH2](=O)[O-].[Fe+2].[PH2](=O)[O-]